N-ethyl-5-fluoro-2-(6-{3-hydroxy-1-[(3R)-6-[4-(2-hydroxyethyl)piperazin-1-yl]-2-methylhexan-3-yl]azetidin-3-yl}-3-methylimidazo[1,5-a]pyridin-8-yl)-N-(isopropyl)benzamide C(C)N(C(C1=C(C=CC(=C1)F)C=1C=2N(C=C(C1)C1(CN(C1)[C@@H](C(C)C)CCCN1CCN(CC1)CCO)O)C(=NC2)C)=O)C(C)C